1-(3,4,5-tribromopyrazol-1-yl)propan-2-one BrC1=NN(C(=C1Br)Br)CC(C)=O